tert-Butyl-3-[7-[8-ethynyl-7-fluoro-3-(methoxymethoxy)-1-naphthyl]-8-fluoro-2-[[1-(methylsulfoxymethyl)cyclopropyl]methoxy]pyrido[4,3-d]pyrimidin-4-yl]-3,8-diazabicyclo[3.2.1]octane C(C)(C)(C)C12CN(CC(CC1)N2)C=2C1=C(N=C(N2)OCC2(CC2)C(OS(=O)(=O)O)C)C(=C(N=C1)C1=CC(=CC2=CC=C(C(=C12)C#C)F)OCOC)F